C1=NC=CC=2NC=3C=C(C=CC3C21)C=2C=CC(=NC2)OC2CC(C2)OC=2C=CC(=NC2)CCCOCC#CC=2C=C1CN(C(C1=CC2)=O)C2C(NC(CC2)=O)=O 3-(5-(3-(3-(5-((1r,3r)-3-((5-(5H-pyrido[4,3-b]indol-7-yl)pyridin-2-yl)oxy)cyclobutoxy)pyridin-2-yl)propoxy)prop-1-yn-1-yl)-1-oxoisoindolin-2-yl)piperidine-2,6-dione